(S)-2-(4,4-difluoroazepan-1-yl)-4-methyl-N-(3-(S-methylsulfonimidoyl)phenyl)-5-(trifluoromethyl)nicotinamide FC1(CCN(CCC1)C1=C(C(=O)NC2=CC(=CC=C2)[S@](=O)(=N)C)C(=C(C=N1)C(F)(F)F)C)F